OC1(CCC(CC1)NC(OC(C)(C)C)=O)CO tert-butyl [cis-4-hydroxy-4-(hydroxymethyl)cyclohexyl]carbamate